N1CC(C1)OC1CCN(CC1)S(=O)(=O)NC(C1=C(C=C(C(=C1)Cl)OCC1CCCC1)F)=O N-[[4-(azetidin-3-yloxy)-1-piperidyl]sulfonyl]-5-chloro-4-(cyclopentylmethoxy)-2-fluoro-benzamide